Cl.NC1(C(C(CCC1)O)=O)C1=CC=C(C=C1)C(F)(F)F 2-amino-6-hydroxy-2-(4-(trifluoromethyl)phenyl)cyclohexan-1-one hydrochloride